FC1=C(C=CC(=C1)F)[C@@H]1COC2=CC(=CC=C2[C@@H]1C1=CC=CC=C1)OC1OCCCC1 4-(cis-3-(2,4-difluorophenyl)-7-((tetrahydro-2H-pyran-2-yl)oxy)chroman-4-yl)benzene